S(=O)(=O)(O)N[C@@H]1C2O[C@@H]([C@H]([C@@H]1O)O)CO2 2-N-sulfo-1,6-anhydro-mannosamine